tert-butyl 1-prop-2-enoyl-1,6-diazaspiro[3.3]heptane-6-carboxylate C(C=C)(=O)N1CCC12CN(C2)C(=O)OC(C)(C)C